Cl.CC(CNC1=NC=C(C=N1)SC)(CN)C 2,2-Dimethyl-N1-(5-(methylthio)pyrimidin-2-yl)propane-1,3-diamine hydrochloride